4-(2-fluoro-6-methoxyphenyl)-2-(6-(pyrrolidin-3-yloxy)pyridin-2-yl)-2,3-dihydro-1H-pyrrolo[3,4-c]pyridin-1-one FC1=C(C(=CC=C1)OC)C1=NC=CC2=C1CN(C2=O)C2=NC(=CC=C2)OC2CNCC2